3-[4-({5-[(7R)-7-amino-2-azabicyclo[2.2.1]heptane-2-carbonyl]-2-[1-(cyclopropylmethyl)-1H-indol-2-yl]-7-methoxy-1H-1,3-benzodiazol-1-yl}methyl)-1H-pyrazol-1-yl]pyridin-1-ium-1-olate N[C@H]1C2N(CC1CC2)C(=O)C2=CC1=C(N(C(=N1)C=1N(C3=CC=CC=C3C1)CC1CC1)CC=1C=NN(C1)C=1C=[N+](C=CC1)[O-])C(=C2)OC